FC[C@H]1N(C[C@@H]([C@H]([C@@H]1O)O)O)CC1CCC(CC1)C(F)(F)F (2S,3R,4R,5S)-2-(fluoromethyl)-1-(((1r,4S)-4-(trifluoromethyl)cyclohexyl)methyl)piperidine-3,4,5-triol